N-[[2-Fluoro-6-(trifluoromethyl)phenyl]methyl]-6-thiazol-5-yl-3H-benzimidazole-4-carboxamide FC1=C(C(=CC=C1)C(F)(F)F)CNC(=O)C1=CC(=CC=2N=CNC21)C2=CN=CS2